C(C1=CC=CC=C1)OC1=C(N(C(=CC1=O)C(C(F)(F)F)O)C)CO 3-benzyloxy-2-hydroxymethyl-1-methyl-6-(2,2,2-trifluoro-1-hydroxy-ethyl)-1H-pyridin-4-one